C(C1=CC=CC=C1)(=O)C1=C(C=CC(=C1)Cl)NC(=O)[C@@]1(N(C=CC1)CC1=CC(=C(C=C1)Cl)Cl)C(F)(F)F (R)-N-(2-benzoyl-4-chlorophenyl)-1-(3,4-dichlorobenzyl)-2-trifluoromethylpyrrole-2-carboxamide